2-(cyclopropylmethoxy)-5-(4,4,5,5-tetramethyl-1,3,2-dioxaborolan-2-yl)pyridine C1(CC1)COC1=NC=C(C=C1)B1OC(C(O1)(C)C)(C)C